tert-butyl 2-(2-(5-bromo-1H-indazole-3-carboxamido)phenyl)acetate BrC=1C=C2C(=NNC2=CC1)C(=O)NC1=C(C=CC=C1)CC(=O)OC(C)(C)C